4-{8-[(2-cyano-2-methylideneethyl)amino]-7-methoxynaphthalen-2-yl}-N-[(3S)-1-(2-methoxyethyl)piperidin-3-yl]pyrimidine-2-carboxamide C(#N)C(CNC=1C(=CC=C2C=CC(=CC12)C1=NC(=NC=C1)C(=O)N[C@@H]1CN(CCC1)CCOC)OC)=C